(z)-1-(((1r,4r)-4-aminocyclohexyl)methyl)-3-((3,5-dimethyl-1H-pyrrol-2-yl)methylene)-6-(4-(dimethylamino)pyrimidin-2-yl)indol-2-one trifluoroacetate salt FC(C(=O)O)(F)F.NC1CCC(CC1)CN1C(\C(\C2=CC=C(C=C12)C1=NC=CC(=N1)N(C)C)=C/C=1NC(=CC1C)C)=O